BrC1=C(C(=CC(=C1)C)Br)Cl 1,3-dibromo-2-chloro-5-methylbenzene